C(CCC)C=1N(C=2C(=C(N=NC2OC(C)C)N(CC2=C(C=C(C=C2)OC)OC)CC2=C(C=C(C=C2)OC)OC)N1)CCCCCCNC1CCOCC1 2-butyl-N,N-bis[(2,4-dimethoxyphenyl)methyl]-4-isopropoxy-3-[6-(tetrahydropyran-4-ylamino)hexyl]imidazo[4,5-d]pyridazin-7-amine